pyrimidine isothiocyanate [N-]=C=S.N1=CN=CC=C1